CC1=C(C2=C(N=N1)SC1=C2C=CN=C1NCC1=CC(=C(C=C1)C(C)(C)O)F)C 2-[4-[[(3,4-dimethylpyrido[4',3':4,5]thieno[2,3-c]pyridazin-8-yl)amino]methyl]-2-fluoro-phenyl]propan-2-ol